CN(S(=O)(=O)C1=CC=C(C=C1)C=1C=CC=C2C=NC(=NC12)NC=1C=CC2=C(CC[C@H](CC2)N2CCCC2)C1)C (S)-N,N-dimethyl-4-(2-((7-(pyrrolidin-1-yl)-6,7,8,9-tetrahydro-5H-benzo[7]annulen-2-yl)amino)quinazolin-8-yl)benzenesulfonamide